CC=1C=C2C(C=C(OC2=C(C1)C(C)NC1=C(C(=O)OC(C)(C)C)C=CC=C1)C=1C=CC=2N(C1)C(=NN2)C(F)(F)F)=O tert-Butyl 2-[1-[6-methyl-4-oxo-2-[3-(trifluoromethyl)-[1,2,4]triazolo[4,3-a]pyridin-6-yl]chromen-8-yl]ethylamino]benzoate